rhodium-tantalum [Ta].[Rh]